(3E)-3-[2-(dimethylamino)ethylidene]-1-[4-({2-fluoro-5-methyl-4-[(1-methyl-1,2,3-benzotriazol-5-yl)oxy]phenyl}amino)pyrido[3,4-d]pyrimidin-6-yl]-4-methylpyrrolidin-2-one CN(C\C=C/1\C(N(CC1C)C1=CC2=C(N=CN=C2NC2=C(C=C(C(=C2)C)OC2=CC3=C(N(N=N3)C)C=C2)F)C=N1)=O)C